4,4,4-trifluorobutylethylene glycol FC(CCCC(CO)O)(F)F